C[C@H]1CN(C[C@H](O1)C=1C=NNC1C)C1=NC=NC(=C1)C1=CN=C2N1N=C(C=C2)C(F)(F)F (2S,6R)-2-methyl-6-(5-methyl-1H-pyrazol-4-yl)-4-(6-(6-(trifluoromethyl)imidazo[1,2-b]pyridazin-3-yl)pyrimidin-4-yl)morpholine